2,2'-n-butyliminodiethanol C(CCC)N(CCO)CCO